5-(2-(3-chloro-6,7,7a,8,10,11-hexahydro-9H-pyrazino[1,2-d]pyrido[3,2-b][1,4]oxazepin-9-yl)-2-oxoethyl)tetrahydrofuran ClC1=CC=2OCCC3N(C2N=C1)CCN(C3)C(CC3CCCO3)=O